(2S,4r)-1-[(2S)-2-(4-cyclopropyl-triazol-1-yl)-3,3-dimethyl-butyryl]-N-[2-ethyl-1-(m-tolyl)cyclopropyl]-4-hydroxy-pyrrolidine-2-carboxamide C1(CC1)C=1N=NN(C1)[C@H](C(=O)N1[C@@H](C[C@H](C1)O)C(=O)NC1(C(C1)CC)C=1C=C(C=CC1)C)C(C)(C)C